CNCCC(C=1SC=CC1)OC1=CC(=CC=C1)CNC n-methyl-3-(3-((methylamino)methyl)phenoxy)-3-(thiophen-2-yl)propan-1-amine